(4-ethylphenyl)-trimethylsilane C(C)C1=CC=C(C=C1)[Si](C)(C)C